CC1=CC=C(CC1)C(C)C 4-methyl-1-(1-methylethyl)-1,3-cyclohexadiene